COC1=C(C(N)=S)C=C(C=C1)OC 2,5-dimethoxybenzothioamide